[Pd].CC(C)(C)P(C(C)(C)C)C(C)(C)C.CC(C)(C)P(C(C)(C)C)C(C)(C)C bis[tris(2-methylpropan-2-yl)phosphane] palladium (0)